methansulfonic anhydride CS(=O)(=O)OS(=O)(=O)C